2-amino-1-(indolizin-3-yl)ethan-1-one NCC(=O)C1=CC=C2C=CC=CN12